N-(2-(piperazin-1-yl)pyrimidin-4-yl)-1H-pyrrolo[2,3-b]pyridin-5-amine N1(CCNCC1)C1=NC=CC(=N1)NC=1C=C2C(=NC1)NC=C2